8-bromo-3-((tert-butyldimethylsilyl)oxy)-6H-benzo[C]chromen-6-one BrC=1C=CC2=C(C(OC3=CC(=CC=C23)O[Si](C)(C)C(C)(C)C)=O)C1